ClCCSCCOCCSCCCl bis(2-chloroethylthioethyl)ether